phenylethyl acetate C(C)(=O)OCCC1=CC=CC=C1